2-Amino-N-[4-fluoro-2-methyl-5-[(1-pyridin-2-ylpyrazol-3-yl)carbamoyl]phenyl]-1,3-thiazole-5-carboxamide NC=1SC(=CN1)C(=O)NC1=C(C=C(C(=C1)C(NC1=NN(C=C1)C1=NC=CC=C1)=O)F)C